2-((S)-1-[1,4]Dioxan-2-ylmethoxy)-9-(4-hydroxy-pentyl)-6,7-dihydro-pyrimido[6,1-a]isoquinolin-4-one O1[C@@H](COCC1)COC1=NC(N2C(C3=CC=C(C=C3CC2)CCCC(C)O)=C1)=O